4-(6-(6-((6-methoxypyridin-3-yl)methyl)-3,6-diazabicyclo[3.1.1]heptan-3-yl)pyridin-3-yl)-6-(2-oxa-6-azaspiro[3.3]heptan-6-yl)pyrazolo[1,5-a]pyridine-3-carbonitrile COC1=CC=C(C=N1)CN1C2CN(CC1C2)C2=CC=C(C=N2)C=2C=1N(C=C(C2)N2CC3(COC3)C2)N=CC1C#N